NC=1C2=C(N=CN1)C(=CS2)C=2C=CC(=C(C2)N2OCC[C@H]2C2=CC=CC=C2)C (S)-N-(5-(4-aminothieno[3,2-d]pyrimidin-7-yl)-2-methylphenyl)-3-phenylisoxazolidin